3-amino-6-(1-cyclopropyl-6-oxo-1,6-dihydropyridin-3-yl)-N-(2,6-difluorobenzyl)-5-(4-fluorophenyl)pyrazine-2-carboxamide 2,2-dimethylheptanoate CC(C(=O)O)(CCCCC)C.NC=1C(=NC(=C(N1)C1=CC=C(C=C1)F)C1=CN(C(C=C1)=O)C1CC1)C(=O)NCC1=C(C=CC=C1F)F